4-(trimethylsilyl)pyridine tert-butyl-N-[3-cyano-7-fluoro-4-(4,4,5,5-tetramethyl-1,3,2-dioxaborolan-2-yl)benzothiophen-2-yl]carbamate C(C)(C)(C)OC(NC=1SC2=C(C1C#N)C(=CC=C2F)B2OC(C(O2)(C)C)(C)C)=O.C[Si](C2=CC=NC=C2)(C)C